C(C1=CC=CC=C1)N(C(CN1C(C2=CC(=CC=C2C1)C1=NC(=NC=C1Cl)NC1CCOCC1)=O)=O)CCO N-benzyl-2-(6-{5-chloro-2-[(oxacyclohex-4-yl)amino]pyrimidin-4-yl}-1-oxo-2,3-dihydro-1H-isoindol-2-yl)-N-(2-hydroxyethyl)acetamide